COC(=O)C=1C(=NC=CC1)C1=C(C(=CC=C1)N)OC (3-amino-2-methoxyphenyl)pyridine-3-carboxylic acid methyl ester